5-Amino-2-[4-(hydroxymethyl)cyclohexyl]-6-morpholino-isoindolin-1-one NC=1C=C2CN(C(C2=CC1N1CCOCC1)=O)C1CCC(CC1)CO